BrC1=NC=CC(=C1)NCC=1N=C2N(C=C(C=C2N2CC(N(CC2)C)=O)C2CC2)C1 4-(2-(((2-bromopyridin-4-yl)amino)methyl)-6-cyclopropylimidazo[1,2-a]pyridin-8-yl)-1-methylpiperazin-2-one